CNC1=NC=CC=C1CO methylamino-3-pyridinemethanol